1-(4-(3-(4-Fluorophenyl)-7-methoxy-2H-thiochromen-4-yl)phenyl)-4-isopropylpiperazine FC1=CC=C(C=C1)C=1CSC2=CC(=CC=C2C1C1=CC=C(C=C1)N1CCN(CC1)C(C)C)OC